BrC1=CC=C(C=C1)NC(=O)[C@@H](CC(C)C)NC(OC(C)(C)C)=O tert-Butyl N-[(1R)-1-[(4-bromophenyl)carbamoyl]-3-methyl-butyl]carbamate